C1(CCC1)OC1=CC(=NC=C1)CC(=O)NC1=CC=C(N=N1)CCCCN1N=NC(=C1)C(=O)NC 1-(4-(6-(2-(4-cyclobutoxypyridin-2-yl)acetamido)pyridazin-3-yl)butyl)-N-methyl-1H-1,2,3-triazole-4-carboxamide